COC1=CC=C(C=C1)N1C(=NC2=C1C1=CC=CC=C1C=1C=CC=CC12)C1=CC=C(C=O)C=C1 4-[1-(4-methoxyphenyl)-1H-phenanthro[9,10-d]imidazole-2-yl]benzaldehyde